S(=O)(=O)(O)O.N1=CC=CC(=C1)C1N(C)CCC1 NICOTINE SULFATE